tert-butyl (7R)-2-carbamoyl-7-methyl-6,7-dihydro-4H-pyrazolo[1,5-a]pyrazine-5-carboxylate C(N)(=O)C1=NN2C(CN(C[C@H]2C)C(=O)OC(C)(C)C)=C1